The molecule is a proanthocyanidin consisting of two molecules of (-)-epicatechin joined by a bond between positions 4 and 6' in beta-configuration. It can be found in grape seeds, in Hibiscus cannabinus (kenaf) root and bark, in apple and in cacao. It has a role as a metabolite. It is a hydroxyflavan, a proanthocyanidin, a biflavonoid and a polyphenol. It derives from a (-)-epicatechin. C1[C@H]([C@H](OC2=C1C(=C(C(=C2)O)[C@@H]3[C@H]([C@H](OC4=CC(=CC(=C34)O)O)C5=CC(=C(C=C5)O)O)O)O)C6=CC(=C(C=C6)O)O)O